CN1C(C(C2=CC(=CC=C12)NC(C=C)=O)=CC1=CC=C(C=C1)C(F)(F)F)=O N-(1-Methyl-2-oxo-3-(4-(trifluoromethyl)benzylidene)indolin-5-yl)acrylamide